N1C=NC2=C1C=C(C=C2)C(=O)O.N=2ON=C1C2C=CC(=C1)C(=O)N1C2C=C(CC1CC2)F [2,1,3]-Benzoxadiazol-5-yl-(3-fluoro-8-azabicyclo[3.2.1]oct-2-en-8-yl)methanone 1H-benzo[d]imidazole-6-Carboxylate